Diisooctyl-2,2'-[(dioctylstannylene)bis(thio)]diacetate C(CCCCC(C)C)C(C(=O)[O-])S[Sn](SC(C(=O)[O-])CCCCCC(C)C)(CCCCCCCC)CCCCCCCC